Tert-butyl (R)-3-(((R)-tert-butylsulfinyl) amino)-3H-spiro[benzofuran-2,4'-piperidine]-1'-carboxylate C(C)(C)(C)[S@@](=O)N[C@@H]1C2=C(OC13CCN(CC3)C(=O)OC(C)(C)C)C=CC=C2